FC1=C(OC2(CCN(CC2)C=2N=C3C(=NC2C=2C=NN(C2)C)C=NC=C3)C)C=CC(=C1)F 4-(2,4-difluorophenoxy)-4-methyl-1-[3-(1-methyl-1H-pyrazol-4-yl)pyrido[3,4-b]pyrazin-2-yl]piperidine